N1=CC(=CC=C1)CC(=O)NC1=CC=C(OC2CN(C2)C=2C=CC=C(C2C2=CC=CC=C2)C(=O)OC)C=C1 methyl 6-(3-(4-(2-(pyridin-3-yl) acetamido) phenoxy) azetidin-1-yl)-[1,1'-biphenyl]-2-carboxylate